Triethylenglycol monophenyl ether C1(=CC=CC=C1)OCCOCCOCCO